C(#N)C1=CC=C(C(=N1)C(C1=NC=CC=C1F)=O)NC(OC(C)(C)C)=O tert-butyl (6-cyano-2-(3-fluoropicolinoyl)pyridin-3-yl)carbamate